[(2R,3R,4S,5S,6R)-6-(4-nitrophenoxy)-3,4,5-tris[(trimethylsilyl)oxy]oxan-2-yl]methanol [N+](=O)([O-])C1=CC=C(O[C@@H]2[C@H]([C@H]([C@@H]([C@H](O2)CO)O[Si](C)(C)C)O[Si](C)(C)C)O[Si](C)(C)C)C=C1